(3,3-difluorocyclobutyl)-[5-[3-(4H-1,2,4-triazol-3-yl)phenyl]pyrrolo[2,3-b]pyrazin-2-yl]methanol FC1(CC(C1)C(O)C=1N=C2C(=NC1)N(C=C2)C2=CC(=CC=C2)C2=NN=CN2)F